O1C(CC1)CN1C=NC2=C1C=C(C=C2OCCNCC(F)(F)F)C(=O)O 1-(oxetan-2-ylmethyl)-4-(2-((2,2,2-trifluoroethyl)amino)ethoxy)-1H-benzo[d]imidazole-6-carboxylic acid